Cl.N[C@H](COC1=CC=C(C=C1)C(=O)N1C[C@H](CC1)C1=CC=C(C=C1)F)CN1N=CN=N1 (4-((S)-2-amino-3-(2H-tetrazol-2-yl)propoxy)phenyl)((R)-3-(4-fluorophenyl)pyrrolidin-1-yl)methanone, Hydrochloride